(5,6-difluoro-2,4-bis((2-methylpyrimidin-5-yl)oxy)-9H-pyrimido[4,5-b]indol-8-yl)(methyl)carbamic acid tert-butyl ester C(C)(C)(C)OC(N(C)C=1C=C(C(=C2C3=C(NC12)N=C(N=C3OC=3C=NC(=NC3)C)OC=3C=NC(=NC3)C)F)F)=O